3-((tert-butyldimethylsilyl)oxy)cyclohexane-1-ol [Si](C)(C)(C(C)(C)C)OC1CC(CCC1)O